C(=O)OC12C(C3C(CC1)(O3)CCCCCC)O2 4-epoxyhexyl-3,4-epoxycyclohexyl formate